CC1=NNC(=C1)N1CCN(CC1)C(CO)(C)C 3-methyl-1H-pyrazol-5-yl-4-(1-hydroxy-2-methylpropan-2-yl)piperazine